N1N=CC2=C(C=CC=C12)C1CN(C1)C1C(CCCC1)OC=1C=C2CN(C(C2=CC1)=O)C1C(NC(CC1)=O)=O 3-(5-((2-(3-(1H-indazol-4-yl)azetidin-1-yl)cyclohexyl)-oxy)-1-oxoisoindolin-2-yl)-piperidine-2,6-dione